ClC=1N=C(C2=C(N1)CC[S+]2[O-])NC2(CC2)CO [1-[(2-chloro-5-oxido-6,7-dihydrothieno[3,2-d]pyrimidin-5-ium-4-yl)amino]cyclopropyl]methanol